Cl.NNC(=O)N semicarbazide-HCl